C(#N)C1=CC=C(CN(C(=O)N([C@H]2CNCCC2)C=2N=CC=C3C2N(C=C3)C)C(C)C)C=C1 (R)-1-(4-cyanobenzyl)-1-isopropyl-3-(1-methyl-1H-pyrrolo[2,3-c]pyridin-7-yl)-3-(piperidin-3-yl)urea